FC1(CCC(CC1)NC1=NC(=NC(=C1)C)N1N=C(C=C1)CC#N)F 2-(1-(4-((4,4-difluorocyclohexyl)amino)-6-methylpyrimidin-2-yl)-1H-pyrazol-3-yl)acetonitrile